C(CC)(=O)OC1COC2=CC(=CC=C2C1=O)OCOC 7-(methoxymethoxy)-4-oxochroman-3-yl propionate